BrC=1C=C(N(N1)C1=NC=C(C=C1Cl)Cl)C(=O)NC1=C(C=C(C=C1C(NC)=O)Cl)Cl 5-bromo-N-[2,4-dichloro-6-(methylcarbamoyl)phenyl]-2-(3,5-dichloro-2-pyridyl)pyrazole-3-carboxamide